C1(CC1)C1=NOC(=N1)CC1=CC=C(N)C=C1 4-((3-cyclopropyl-1,2,4-oxadiazol-5-yl)methyl)aniline